Cl.N[C@H](C(=O)NCC(F)(F)F)C (S)-2-amino-N-(2,2,2-trifluoroethyl)propionamide hydrochloride